1-(3-fluoro-2-hydroxymethylphenyl)-3-(3-fluorophenyl)urea FC=1C(=C(C=CC1)NC(=O)NC1=CC(=CC=C1)F)CO